BrC1=CC=C(C(=O)C2=CC=CC=3SC4=CC=CC=C4NC23)C=C1 (4-bromobenzoyl)phenothiazine